C(#C)C=1C=C2CCNCC2=CC1 6-ethynyl-1,2,3,4-tetrahydroisoquinoline